N-(1-cyanocyclopropyl)-2-methyl-4-(5-methyl-1,3,4-oxadiazol-2-yl)-8-(piperidin-1-yl)quinazoline-6-sulfonamide C(#N)C1(CC1)NS(=O)(=O)C=1C=C2C(=NC(=NC2=C(C1)N1CCCCC1)C)C=1OC(=NN1)C